C(C)OC(=C)C1=CN=C(S1)C1(CN(CC1)C(=O)OC(C)(C)C)O tert-butyl 3-(5-(1-ethoxyvinyl)thiazol-2-yl)-3-hydroxypyrrolidine-1-carboxylate